(6Z)-8-(cis-4-aminocyclohexyloxy)-6-(2-methoxyethoxyimino)spiro[benzo[h]quinazolin-5,1'-cyclopentane]-4-amine N[C@H]1CC[C@H](CC1)OC=1C=CC2=C(\C(\C3(CCCC3)C=3C(=NC=NC23)N)=N/OCCOC)C1